Cl.COC=1C=C(C=CC1OC)CC(C#N)(C)N L-3-(3,4-dimethoxyphenyl)-2-amino-2-methylpropanenitrile hydrochloride